4,4'-diamino-2,2',5,5'-tetracarboxybiphenyl NC1=CC(=C(C=C1C(=O)O)C1=C(C=C(C(=C1)C(=O)O)N)C(=O)O)C(=O)O